ClC=1N=C2C(=NC1C1=CC=3N(C4=CC=CC=C4C3C=C1)C1=CC=CC=C1)OC1=C2C=CC=C1 2-chloro-3-(9-phenyl-9H-carbazol-2-yl)benzofuro[2,3-b]Pyrazine